3-amino-4-(2,4,5-tri-fluorophenyl)butanoic acid NC(CC(=O)O)CC1=C(C=C(C(=C1)F)F)F